(±)-trans-2-(1-tetrahydropyran-2-ylpyrazol-4-yl)cyclopropanecarboxylic acid O1[C@H](CCCC1)N1N=CC(=C1)[C@H]1[C@@H](C1)C(=O)O |&1:1|